(6-(2-fluoroprop-2-yl)quinoline-4-carbonyl)glycine tert-butyl ester C(C)(C)(C)OC(CNC(=O)C1=CC=NC2=CC=C(C=C12)C(C)(C)F)=O